imidazole propionate (Imidazolepropionate) N1C(=NC=C1)CCC(=O)O.C(CC)(=O)O.N1C=NC=C1